C(OC1=CC=C(C=C1)[N+](=O)[O-])(OCCC1=CC=CC=C1)=O 4-nitrophenyl phenethyl carbonate